Phenyl-glycerol C1(=CC=CC=C1)C(O)C(O)CO